3-(4-morpholino-6-(5-(piperidin-1-ylmethyl)thiophen-2-yl)-1,3,5-triazin-2-yl)phenol O1CCN(CC1)C1=NC(=NC(=N1)C=1SC(=CC1)CN1CCCCC1)C=1C=C(C=CC1)O